(1-Methyl-4,10-dihydrobenzo[b]pyrazolo[3,4-e][1,4]diazepin-5(1H)-yl)(4-(trifluoromethyl)phenyl)methanone CN1N=CC2=C1NC1=C(N(C2)C(=O)C2=CC=C(C=C2)C(F)(F)F)C=CC=C1